1-(3-Bromo-4-methoxyphenyl)-2,2-difluoro-2-(phenylsulfonyl)ethan-1-ol BrC=1C=C(C=CC1OC)C(C(S(=O)(=O)C1=CC=CC=C1)(F)F)O